FC1=C(C=C(C=C1)O)C(=O)N1CC2(C1)CC(C2)N2N=C(C=C2C2=C(C=C(C=C2)F)C)C (2-fluoro-5-hydroxyphenyl){6-[5-(5-fluoro-2-tolyl)-3-methyl-1-pyrazolyl]-2-aza-2-spiro[3.3]heptyl}methanone